4-chloro-6-(6-oxo-1,6-dihydropyridazin-3-yl)benzo[d]thiazol-2(3H)-one ClC1=CC(=CC2=C1NC(S2)=O)C2=NNC(C=C2)=O